2-((R)-1-amino-8-azaspiro[4.5]decan-8-yl)-5-(2,3-dichlorophenyl)-6-methylpyrimidine-4-carboxamide N[C@@H]1CCCC12CCN(CC2)C2=NC(=C(C(=N2)C(=O)N)C2=C(C(=CC=C2)Cl)Cl)C